N-(1-(6-(2-methoxyphenyl)pyridazin-3-yl)piperidin-3-yl)-2-naphthamide COC1=C(C=CC=C1)C1=CC=C(N=N1)N1CC(CCC1)NC(=O)C1=CC2=CC=CC=C2C=C1